(E)-2-(4-bromobut-2-en-1-yl)isoindoline-1,3-dione BrC/C=C/CN1C(C2=CC=CC=C2C1=O)=O